C12(CCCC2C1)C=1C=C(C(=NC1)NC(C1=C(C=CC(=C1)[N+](=O)[O-])I)=O)F N-(5-{bicyclo[3.1.0]hexan-1-yl}-3-fluoropyridin-2-yl)-2-iodo-5-nitrobenzamide